N-((S)-1-(((S)-1-amino-3-((R)-5,5-dimethyl-2-oxopyrrolidin-3-yl)-1-oxopropan-2-yl)amino)-3-cyclopropyl-1-oxopropan-2-yl)-6-chloro-7-fluoro-1H-indole-2-carboxamide NC([C@H](C[C@H]1C(NC(C1)(C)C)=O)NC([C@H](CC1CC1)NC(=O)C=1NC2=C(C(=CC=C2C1)Cl)F)=O)=O